1,4-dimethyl-benzene CC1=CC=C(C=C1)C